1-(2-methoxy-5-(3-morpholinopropoxy)phenyl)ethan-1-one COC1=C(C=C(C=C1)OCCCN1CCOCC1)C(C)=O